FC1(CN(C1)CCCCC1=NC=2NCCCC2C=C1)[C@@H](CC(=O)O)C=1C=NC(=CC1)OC (S)-3-(3-fluoro-1-(4-(5,6,7,8-tetrahydro-1,8-naphthyridin-2-yl)butyl)azetidin-3-yl)-3-(6-methoxypyridin-3-yl)propionic acid